C(C)(C)(C)OC(=O)N1[C@H]2CN[C@@H](C1)CC2.ONC(CCCCCCC2=CC(=CC=C2)NC2=NC1=CC=CC=C1C(N2)=O)=O N-hydroxy-7-(3-((4-oxo-3,4-dihydroquinazolin-2-yl)amino)phenyl)heptanamide tert-butyl-(1R,4R)-2,5-diazabicyclo[2.2.2]-octane-2-carboxylate